C1(CC1)S(=O)(=O)N1N=CC(=C1)C1=NC=CC(=N1)NC1=NC=C(C(=C1)NC1CCC(CC1)CN(C)C)C#CC=1C=NN(C1)C(F)F N2-(2-(1-(Cyclopropylsulfonyl)-1H-pyrazol-4-yl)pyrimidin-4-yl)-5-((1-(difluoromethyl)-1H-pyrazol-4-yl)ethynyl)-N4-((1s,4s)-4-((dimethylamino)methyl)cyclohexyl)pyridine-2,4-diamine